C(#N)C1=C(C=O)C=CC(=C1)C=O monocyanoterephthalaldehyde